FC1=C(CN2C3=C(C(=C(CC2=O)C(=O)NC)O)C=CC=C3)C=CC=C1 1-(2-fluorobenzyl)-5-hydroxy-N-methyl-2-oxo-2,3-dihydro-1H-benzo[b]azepine-4-carboxamide